methyl (2S)-2-(tert-butoxycarbonylamino)-3-(2-chloro-5-hydroxy-phenyl)propanoate C(C)(C)(C)OC(=O)N[C@H](C(=O)OC)CC1=C(C=CC(=C1)O)Cl